tri-(2-heptyl)phosphine CC(CCCCC)P(C(C)CCCCC)C(C)CCCCC